FC(OC1=CC=C(C=C1)N1C=2C(=CC(=C1)C1=CC=C(C=C1)OC)SC(N2)OCC)F 4-[4-(Difluoromethoxy)phenyl]-2-ethoxy-6-(4-methoxyphenyl)thiazolo[4,5-b]pyridine